1-isopropyl-6-fluoro-1,4-dihydro-7-(2-oxa-8-azaspiro[4.5]dec-8-yl)-4-oxo-3-quinolinecarboxylic acid C(C)(C)N1C=C(C(C2=CC(=C(C=C12)N1CCC2(CCOC2)CC1)F)=O)C(=O)O